F[B-](F)(F)F.S(=O)(=O)(O)C(CCCCC)C=1NC=C(N1)C=C 1-sulfohexyl-4-vinylimidazole tetrafluoroborate